2,6-dichloro-N-(4-trifluoromethylbenzyl)-benzamide ClC1=C(C(=O)NCC2=CC=C(C=C2)C(F)(F)F)C(=CC=C1)Cl